2,2-difluoro-2-(3-(4-(4-(quinoxalin-2-yl)-1H-pyrazol-1-yl)piperidin-1-yl)phenyl)acetamide FC(C(=O)N)(C1=CC(=CC=C1)N1CCC(CC1)N1N=CC(=C1)C1=NC2=CC=CC=C2N=C1)F